N1(CCCCC1)C1=NC=2N(C=C1)N=CC2C(=O)O 5-(1-Piperidinyl)pyrazolo[1,5-a]pyrimidine-3-carboxylic acid